1-(6-(2-hydroxy-2-(4-methyl-1-oxo-1,3-dihydroisobenzofuran-5-yl)ethyl)-5,6,7,8-tetrahydropyrido[4,3-d]pyrimidin-2-yl)-1H-pyrrolo[2,3-b]pyridine-5-carbonitrile OC(CN1CC2=C(N=C(N=C2)N2C=CC=3C2=NC=C(C3)C#N)CC1)C=1C(=C3COC(C3=CC1)=O)C